ethyl 2-bromo-2-(7-fluoro-4,4-dimethylchroman-5-yl)acetate BrC(C(=O)OCC)C1=C2C(CCOC2=CC(=C1)F)(C)C